N-(3-phenoxyphenyl)-5-phenyl-1,3-oxazol-2-amine O(C1=CC=CC=C1)C=1C=C(C=CC1)NC=1OC(=CN1)C1=CC=CC=C1